NC(C(=O)[O-])CCP(=O)(C)O 2-amino-4-[hydroxy(methyl)phosphinyl]butyrate